CC1=C(C=CC(=C1)C)\C=C\C(=O)C1=CC=CC=C1 2,4-dimethylchalcone